3-methyl-2,3-dihydrobenzofuran-6-amine CC1COC2=C1C=CC(=C2)N